CN1CC(C1)(C)[C@@](C=1C=C(C=NC1)C1=NOC(=N1)CC(C)(C)NC(C)=O)(C1=CC=C(C=C1)C(C)C)O (R)-N-(1-(3-(5-((1,3-dimethylazetidin-3-yl)(hydroxy)(4-isopropylphenyl)methyl)pyridin-3-yl)-1,2,4-oxadiazol-5-yl)-2-methylpropan-2-yl)acetamide